2-Pentylheptyl 3-ethyl-12-hexyl-6-(2-hydroxyethyl)-10-oxo-9,11-dioxa-3,6-diazahenicosan-21-oate C(C)N(CC)CCN(CCOC(OC(CCCCCCCCC(=O)OCC(CCCCC)CCCCC)CCCCCC)=O)CCO